1,3-bis(2,6-diisopropylphenyl)-4,5-dihydro-1H-imidazole C(C)(C)C1=C(C(=CC=C1)C(C)C)N1CN(CC1)C1=C(C=CC=C1C(C)C)C(C)C